4-benzylidene-2-styryloxazol-5(4H)-one C(C1=CC=CC=C1)=C1N=C(OC1=O)C=CC1=CC=CC=C1